(S)-3-(3-fluoro-4-(6-(2-cyclopropyl-2H-tetrazol-5-yl)pyridin-3-yl)phenyl)-5-(1-hydroxy-2-fluoroethyl)oxazolidin-2-one FC=1C=C(C=CC1C=1C=NC(=CC1)C=1N=NN(N1)C1CC1)N1C(O[C@@H](C1)C(CF)O)=O